ClC=1C=CC(=C(C1)C1=CC(=CN=N1)NC1=C2C(=NC=C1)N(C(=C2)C(=O)NCCC2CCN(CC2)C)COCC[Si](C)(C)C)F 4-{[6-(5-chloro-2-fluorophenyl)pyridazin-4-yl]amino}-N-[2-(1-methylpiperidin-4-yl)ethyl]-1-{[2-(trimethylsilyl)ethoxy]methyl}-1H-pyrrolo[2,3-b]pyridine-2-carboxamide